FC=1C(=C(C=C(C1)C1=NOC(=N1)[C@@H]1[C@@H](C1)F)NC(=O)C1=CN=C2N1C=CC=C2)C N-(3-fluoro-5-(5-((1R,2R)-2-fluorocyclopropyl)-1,2,4-oxadiazol-3-yl)-2-methylphenyl)imidazo[1,2-a]pyridine-3-carboxamide